NC1=CC(=C(C=C1OC)N1CCC(CC1)N1C(OC=CC=CC1)=O)CC 3-(1-(4-amino-2-ethyl-5-methoxyphenyl)piperidin-4-yl)-1,3-oxazocin-2-one